2-chloro-N-(5-(4-(difluoromethoxy)phenyl)-2-methoxypyridin-3-yl)pyrimidin-4-amine ClC1=NC=CC(=N1)NC=1C(=NC=C(C1)C1=CC=C(C=C1)OC(F)F)OC